ClC1=C(C=C(OCC(=O)N[C@H]2CC[C@@H](NC2)C(=O)NC2=CC(=CC(=C2)C)C)C=C1)F (2R,5S)-5-[2-(4-chloro-3-fluoro-phenoxy)acetamido]-N-(3,5-dimethyl-phenyl)piperidine-2-carboxamide